FC=1C=C(C=CC1)N(C1=CC=CC=C1)C(CC1(CCN(CC1)C(=O)N1CCC2=CC=CC=C12)C(=O)O)=O 4-[2-(N-(3-fluorophenyl)anilino)-2-oxo-ethyl]-1-(indoline-1-carbonyl)piperidine-4-carboxylic acid